tert-butyl 4-[2-chloro-4-[[3-[1-(cyanomethyl)-3-(trifluoromethyl)pyrazol-4-yl]imidazo[1,2-a]pyrazin-8-yl]amino]benzoyl]piperazine-1-carboxylate ClC1=C(C(=O)N2CCN(CC2)C(=O)OC(C)(C)C)C=CC(=C1)NC=1C=2N(C=CN1)C(=CN2)C=2C(=NN(C2)CC#N)C(F)(F)F